tert-butyl (R)-4-(1-(3-(3-((4-(1H-pyrazol-4-yl)benzyl)(cyclopropyl)carbamoyl) piperidin-1-yl)phenoxy)cyclopentane-1-carbonyl)piperazine-1-carboxylate N1N=CC(=C1)C1=CC=C(CN(C(=O)[C@H]2CN(CCC2)C=2C=C(OC3(CCCC3)C(=O)N3CCN(CC3)C(=O)OC(C)(C)C)C=CC2)C2CC2)C=C1